methyl 4-bromo-3-fluoro-2-iodo-benzoate BrC1=C(C(=C(C(=O)OC)C=C1)I)F